2-(2-chloroacetyl)-4-(1-methyl-1H-indazol-6-yl)-2,3-dihydro-1H-isoindol-1-one ClCC(=O)N1C(C2=CC=CC(=C2C1)C1=CC=C2C=NN(C2=C1)C)=O